(7r,12e,15s)-15-{[(benzyloxy)carbonyl]amino}-3,8-dioxo-2,5,9-triazatricyclo[14.3.1.02,7]eicosa-1(20),12,16,18-tetraene-5-carboxylic acid tert-butyl ester C(C)(C)(C)OC(=O)N1CC(N2C=3C=CC=C([C@H](C/C=C/CCNC([C@H]2C1)=O)NC(=O)OCC1=CC=CC=C1)C3)=O